7-bromo-2-chloro-N-(1-(3,4,5-trimethoxyphenyl)-1H-imidazol-4-yl)quinazolin-4-amine BrC1=CC=C2C(=NC(=NC2=C1)Cl)NC=1N=CN(C1)C1=CC(=C(C(=C1)OC)OC)OC